NC1=C(C=CC(=C1)NCC1=CC=C(C=C1)C(F)(F)F)NC([C@@H]([C@H](CCCCCC)F)F)=O (2S,3S)-N-(2-amino-4-((4-(trifluoromethyl)benzyl)amino)phenyl)-2,3-difluorononanamide